3,4,5-tribromopyridazine BrC=1N=NC=C(C1Br)Br